FC=1C=C(C=CC1)SC=1C=C2CCCC(C2=CC1)=O 6-[(3-fluorophenyl)thio]-1,2,3,4-tetrahydronaphthalen-1-one